BrC=1C=CC2=C(SCO2)C1 5-bromobenzo[d][1,3]oxathiole